3-bromo-5-(ethoxycarbonyl)-1H-pyrrole-2-carboxylic acid BrC1=C(NC(=C1)C(=O)OCC)C(=O)O